COC(CNCC1=CC=2N=CN=C(C2N=C1)N1CCC2=C(C=CC=C12)C1=CC=CC=C1)=O ((4-(4-phenylindolin-1-yl)pyrido[3,2-d]pyrimidin-7-yl)methyl)glycine methyl ester